(bromomethyl)-2-chloro-8-(difluoromethoxy)-1,5-naphthyridine BrCC=1C(=NC2=C(C=CN=C2C1)OC(F)F)Cl